Tricyclo[3.3.1.13,7]decan-1,3-diethanol C12(CC3(CC(CC(C1)C3)C2)CCO)CCO